ClC=1C(=CC(=NC1)CC(=O)N)I (5-chloro-4-iodopyridin-2-yl)acetamide